CC1(OC2=C(C(C1)O)C(=CC(=C2)OS(=O)(=O)C2=CC=C(C=C2)C)OC)C 2,2-dimethyl-4-hydroxy-5-methoxy-7-(p-methyl-benzenesulfonyloxy)-2,3-dihydrobenzopyran